tert-butyl (3S,4R)-4-(5-chloro-2-pyridyl)-3-(hydroxymethyl)piperidine-1-carboxylate ClC=1C=CC(=NC1)[C@H]1[C@@H](CN(CC1)C(=O)OC(C)(C)C)CO